O1C(=CC=C1)C(=O)OC=1C=CC=C2NC=C(CCN(C)CC)C12 4-(2-furoyl)oxy-N-ethyl-N-methyltryptamine